normal octylamine hydrochloride Cl.C(CCCCCCC)N